C(#N)C(CCC(=O)O)(C)SSSC1=CC=CC=C1 4-cyano-4-(phenylthiothiothio)pentanoic acid